N-(2-aminoethyl)aspartamide NCCNC([C@@H](N)CC(=O)N)=O